5-(1-(4-((1H-pyrazol-1-yl)methyl)phenyl)ethoxy)pyridazin-3-amine N1(N=CC=C1)CC1=CC=C(C=C1)C(C)OC=1C=C(N=NC1)N